1-(2-chloroethyl)-6-nitroindoline ClCCN1CCC2=CC=C(C=C12)[N+](=O)[O-]